OC1=CC=C(C=CC2=CC(=NC=C2)C2=NC=CC(=C2)C=CC2=CC=C(C=C2)O)C=C1 4,4'-Bis[p-hydroxystyryl]-2,2'-bipyridine